C(C)(=O)O[C@H]1[C@@H](SC=2C(=NC=C(C2)Cl)C(NN2CCC2)=O)O[C@@H]([C@@H]([C@@H]1N=[N+]=[N-])OC(C)=O)COC(C)=O 2-(N-azetidinylcarbamoyl)-5-chloropyrid-3-yl 2,4,6-tri-O-acetyl-3-azido-3-deoxy-1-thio-α-D-galactopyranoside